1-(4-((2-O-[6-Deoxy-α-L-mannopyranosyl]-β-D-glucopyranosyl)oxy)-2,6-dihydroxyphenyl)-3-[3-hydroxy-4-methoxyphenyl]-1-propanone [C@@H]1([C@H](O)[C@H](O)[C@@H](O)[C@@H](O1)C)O[C@H]1[C@@H](O[C@@H]([C@H]([C@@H]1O)O)CO)OC1=CC(=C(C(=C1)O)C(CCC1=CC(=C(C=C1)OC)O)=O)O